bromomethyl-2-biphenylcarbonitrile BrCC1=C(C(=CC=C1)C1=CC=CC=C1)C#N